methyl (E)-3-(3-((tert-butoxycarbonyl)amino)prop-1-en-1-yl)benzoate C(C)(C)(C)OC(=O)NC/C=C/C=1C=C(C(=O)OC)C=CC1